1-(2-{[3-(4-fluorophenyl)-5-methyl-1,2-oxazol-4-yl]methoxy}-5,6,7,8-tetrahydro-1,6-naphthyridin-6-yl)-3-methanesulfonyl-propan-1-one FC1=CC=C(C=C1)C1=NOC(=C1COC1=NC=2CCN(CC2C=C1)C(CCS(=O)(=O)C)=O)C